tert-butyl 2-(5-(1-ethoxyvinyl)thiophen-2-yl)-6,6-difluoro-1,4-oxazepane-4-carboxylate C(C)OC(=C)C1=CC=C(S1)C1OCC(CN(C1)C(=O)OC(C)(C)C)(F)F